1-(4-(5-(chlorodifluoromethyl)-1,2,4-oxadiazol-3-yl)phenyl)-2-((oxazol-4-ylmethyl)sulfonyl)ethan-1-one ClC(C1=NC(=NO1)C1=CC=C(C=C1)C(CS(=O)(=O)CC=1N=COC1)=O)(F)F